4-(3-Methoxy-4-{[3-methoxy-2-(trifluoromethyl)phenyl]methoxy}phenyl)-2H,4H,5H,6H,7H-pyrazolo[3,4-b]pyridin-6-one COC=1C=C(C=CC1OCC1=C(C(=CC=C1)OC)C(F)(F)F)C1C=2C(NC(C1)=O)=NNC2